Cl.Cl.N=1C=CN2C1CC(CC2)N 5,6,7,8-tetrahydroimidazo[1,2-a]pyridin-7-amine dihydrochloride